C1=CCC2C(NC=3C=CC=CC3C21)C(=O)O 3a,4,5,9b-Tetrahydro-3H-cyclopenta[c]quinoline-4-carboxylic acid